N1CC(C1)C=1C=C(C=C(C1)F)C1=CC=C(C=C1)CC=1C(=C(SC1C)C)C(=O)NC1CC2(CC(C2)C(=O)O)C1 6-(4-((3'-(azetidin-3-yl)-5'-fluoro-[1,1'-biphenyl]-4-yl)methyl)-2,5-dimethylthiophene-3-carboxamido)spiro[3.3]heptane-2-carboxylic acid